CS(=O)(=O)[O-].C(CCCCCC)[N+]1=C(C=CC=C1)CCCC 1-Heptyl-2-butylpyridinium methansulfonat